tert-Butyl 3-(((1-((benzyloxy)carbonyl)azetidin-3-yl)methyl)amino)-3-(3-(trifluoromethyl)phenethyl)piperidine-1-carboxylate C(C1=CC=CC=C1)OC(=O)N1CC(C1)CNC1(CN(CCC1)C(=O)OC(C)(C)C)CCC1=CC(=CC=C1)C(F)(F)F